FC(C(=O)O)(F)F.C1(CC1)CN1C(=CC2=CC=CC=C12)C1=NC=2C=C(C=C3OCCN1C23)C(=O)N2CC(CCC2)NC(C=CCN(C)C)=O N-(1-(2-(1-(cyclopropylmethyl)-1H-indol-2-yl)-3,4-dihydro-5-oxa-1,2a-diazaacenaphthylene-7-carbonyl)piperidin-3-yl)-4-(dimethylamino)but-2-enamide trifluoroacetate